((5-Chloropyrazin-2-yl)methyl)carbamate ClC=1N=CC(=NC1)CNC([O-])=O